(4-isopropyl-4-hydroxypiperidin-1-yl)-methanone C(C)(C)C1(CCN(CC1)C=O)O